CN1C(=C(C(=C1[2H])[2H])[2H])[2H] N-Methyl-pyrrole-d4